methyl (E)-2-[2-(bromomethyl)-3-chlorophenyl]-3-methoxy-prop-2-enoate BrCC1=C(C=CC=C1Cl)/C(/C(=O)OC)=C\OC